5-[2,6-diazaspiro[3.3]heptan-2-yl]-2-(2,6-dioxopiperidin-3-yl)isoindole-1,3-dione TFA salt OC(=O)C(F)(F)F.C1N(CC12CNC2)C=2C=C1C(N(C(C1=CC2)=O)C2C(NC(CC2)=O)=O)=O